O=S1(CCN(CC1)C1=C(C=C(C=C1F)N1C(O[C@H](C1)CNC(C)=O)=O)F)=O N-({(5S)-3-[4-(1,1-dioxo-1λ6-thiomorpholin-4-yl)-3,5-difluorophenyl]-2-oxo-1,3-oxazolidin-5-yl}methyl)acetamide